(R and S)-2-(1-cyclopropyl-2-hydroxy-2-methylpropyl)-7-(3,4-dimethoxyphenyl)isoindolin-1-one C1(CC1)[C@H](C(C)(C)O)N1C(C2=C(C=CC=C2C1)C1=CC(=C(C=C1)OC)OC)=O |r|